n-Butyl Bromide CCCCBr